CNC(=O)C1=NC=C(C=N1)C=1C=C(C=CC1)CNC(OC(C)(C)C)=O tert-butyl ({3-[2-(methylcarbamoyl)pyrimidin-5-yl]phenyl}methyl)carbamate